6-(7-(8-chloro-3-hydroxynaphthalen-1-yl)-2-((1,3-dimethylimidazolin-2-yl)methoxy)-6,8-Difluoroquinazolin-4-yl)-1,6-diazaspiro[3.5]nonan-2-one ClC=1C=CC=C2C=C(C=C(C12)C1=C(C=C2C(=NC(=NC2=C1F)OCC1N(CCN1C)C)N1CC2(CC(N2)=O)CCC1)F)O